{[3-(3,4-dimethoxybenzyl)-2,4-dioxo-1-(tetrahydro-2H-pyran-4-yl)1,2,3,4-tetrahydroquinazolin-6-yl]oxy}acetonitrile COC=1C=C(CN2C(N(C3=CC=C(C=C3C2=O)OCC#N)C2CCOCC2)=O)C=CC1OC